BrC1=NN2C(N=C(C=C2)C2=C(C=C(C=C2C)C(F)(F)F)O)=N1 2-(2-bromo-[1,2,4]triazolo[1,5-a]pyrimidin-5-yl)-3-methyl-5-(trifluoromethyl)phenol